methyl-4-((1Z,3E)-1-chloro-4-(2-(4-(methoxycarbonyl)phenyl)-1,3-dithian-2-yl)buta-1,3-dien-1-yl)benzoate COC(C1=CC=C(C=C1)/C(=C/C=C/C1(SCCCS1)C1=CC=C(C=C1)C(=O)OC)/Cl)=O